N-[(2S,3R)-1-(2,2-dimethylpropanoyl)-4,4-difluoro-2-{[2-fluoro-3-(4-methylpyridin-2-yl)phenyl]methyl}pyrrolidin-3-yl]ethanesulfonamide CC(C(=O)N1[C@H]([C@H](C(C1)(F)F)NS(=O)(=O)CC)CC1=C(C(=CC=C1)C1=NC=CC(=C1)C)F)(C)C